ClC1=NC=2N(C(=C1)NC([2H])([2H])[2H])N=CC2C(=O)OCC ethyl 5-chloro-7-((methyl-d3)amino)pyrazolo[1,5-a]pyrimidine-3-carboxylate